Benzo-triazol N1N=NC2=C1C=CC=C2